OC1(CCN(CC1)C(C[C@@H](C)C1=CC=CC=C1)=O)CN1C=C(C(=CC1=O)C1=CC=CC=C1)C(=O)N(C)C(C)C (R)-1-((4-hydroxy-1-(3-phenylbutyryl)piperidin-4-yl)methyl)-N-isopropyl-N-methyl-6-oxo-4-phenyl-1,6-dihydropyridine-3-carboxamide